benzo-1,4-diazepin-2,5-dione N1C(C=NC(C2=C1C=CC=C2)=O)=O